C(#N)C[C@@H](C1=CC=C(C=C1)S(=O)(=O)CC)NC(C1=CC=C(C=C1)N1[C@@H](C[C@@H](C1)OC1=NC=C(C=C1)C1CC1)COC(F)F)=O N-((S)-2-cyano-1-(4-(ethylsulfonyl)phenyl)ethyl)-4-((2S,4S)-4-((5-cyclopropylpyridin-2-yl)oxy)-2-((difluoromethoxy)methyl)pyrrolidin-1-yl)benzamide